C(C)N1N=CC(=C1)C1=CC=CC(=N1)C(=O)NC1=CC(=NC=C1C)N1CCOCC1 6-(1-ethyl-1H-pyrazol-4-yl)-N-(5-methyl-2-morpholinopyridin-4-yl)picolinamide